diphenylsilyl(1,2,3,4-tetramethyl-cyclopentadienyl)(3-propylcyclopentadienyl)zirconium C1(=CC=CC=C1)[SiH](C1=CC=CC=C1)[Zr](C1C=C(C=C1)CCC)C1(C(=C(C(=C1)C)C)C)C